ethyl 4-(4-ethoxycarbonyl-2,5-dihydroxyphenylaminocarbonyl)-2,5-dihydroxybenzoate C(C)OC(=O)C1=CC(=C(C=C1O)NC(=O)C1=CC(=C(C(=O)OCC)C=C1O)O)O